F/C(=C/[C@H](C[C@@H]1C(NCC1)=O)NC(=O)[C@@H]1N(C[C@@H]2[C@H]1CCC2)C(=O)C2(C1=CC=CC=C1C=1C=CC=CC21)O)/S(=O)(=O)C (1R,3aS,6aR)-N-((S,Z)-4-fluoro-4-(methylsulfonyl)-1-((R)-2-oxopyrrolidin-3-yl)but-3-en-2-yl)-2-(9-hydroxy-9H-fluorene-9-carbonyl)octahydrocyclopenta[c]pyrrole-1-carboxamide